[Br-].C(C)(C)N1CN(C=C1)C 1-isopropyl-3-methylimidazole bromide salt